B([O-])([O-])[O-].[NH4+].N.[NH4+].[NH4+] ammonia ammonium borate